N-(6-(4-(4,4-dioxido-1,4-oxathian-2-yl)-1H-imidazol-1-yl)-5-fluoropyridin-3-yl)-2-(5-methyl-3-(trifluoromethyl)-1H-pyrazol-1-yl)acetamide O=S1(CC(OCC1)C=1N=CN(C1)C1=C(C=C(C=N1)NC(CN1N=C(C=C1C)C(F)(F)F)=O)F)=O